tert-butyl 4-(1-((5-(4-fluorophenoxy)pyridin-2-yl)amino)-1-oxopropan-2-yl)piperazine-1-carboxylate FC1=CC=C(OC=2C=CC(=NC2)NC(C(C)N2CCN(CC2)C(=O)OC(C)(C)C)=O)C=C1